N,N-di(2-hydroxyethyl)-2-hydroxyhexadecylamine OCCN(CCO)CC(CCCCCCCCCCCCCC)O